benzyl (S)-2,2-difluoro-6-(4-(methoxycarbonyl) phenyl)-7-azaspiro[3.5]nonane-7-carboxylate FC1(CC2(C1)C[C@H](N(CC2)C(=O)OCC2=CC=CC=C2)C2=CC=C(C=C2)C(=O)OC)F